2',6-difluoro-5'-[3-(1-hydroxy-1-methylethyl)-imidazo[1,2-b][1,2,4]triazin-7-yl]biphenyl-2-carbonitrile phosphate P(=O)(O)(O)O.FC1=C(C=C(C=C1)C1=CN=C2N1N=CC(=N2)C(C)(C)O)C=2C(=CC=CC2F)C#N